2-(difluoromethyl)-N,1-dimethylpiperidin-4-amine FC(C1N(CCC(C1)NC)C)F